rac-(1R,2S,4S)-7-oxabicyclo[2.2.1]heptan-2-ol [C@H]12[C@H](C[C@H](CC1)O2)O |r|